7-[3-(1-piperidinyl)propoxy]-3-acetylcoumarin oxime N1(CCCCC1)CCCOC1=CC=C2C=C(C(OC2=C1)=NO)C(C)=O